S(=O)(=O)([O-])C1=CC=C(C)C=C1.C(CCCCCCCCCCC)[N+](CCCNC(C(=C)C)=O)(C)C dodecyl-dimethylmethacrylamidopropylammonium tosylate